NCCCCNCCCCNCCCCN N,N'-bis(4-aminobutyl)-1,4-butanediamine